7-Azabenzoxazole O1C=NC2=C1N=CC=C2